N-[2-oxo-2-(2-sulfamoylhydrazino)ethyl]carbamic acid tert-butyl ester C(C)(C)(C)OC(NCC(NNS(N)(=O)=O)=O)=O